1-((S)-2-(4-fluoro-3,5-dimethylphenyl)-4-methyl-4,5,6,7-tetrahydro-2H-pyrazolo[4,3-c]pyridin-3-yl)-3-(3-(methylamino)-4-(S-methylsulfonyl)phenyl)-1,3-dihydro-2H-imidazol-2-one FC1=C(C=C(C=C1C)N1N=C2C([C@@H](NCC2)C)=C1N1C(N(C=C1)C1=CC(=C(C=C1)S(=O)(=O)C)NC)=O)C